6,12-bis-(1H-indazol-5-yl)-2-{5-[(1R,4R)-2-oxa-5-azabicyclo[2.2.1]heptan-5-yl]pentyl}-9-oxa-2,4-diazatricyclo[8.4.0.0^{3,8}]tetradeca-1(10),3(8),4,6,11,13-hexaene N1N=CC2=CC(=CC=C12)C=1C=NC=2N(C=3C=CC(=CC3OC2C1)C=1C=C2C=NNC2=CC1)CCCCCN1[C@H]2CO[C@@H](C1)C2